ClC=1C(=C(NC=2C3=C(N=CN2)C=CC(=N3)O[C@@H]3CN(CC3)C(=O)OC(C)(C)C)C=CC1OC(F)F)F tert-butyl (3S)-3-[4-[3-chloro-4-(difluoromethoxy)-2-fluoro-anilino]pyrido[3,2-d]pyrimidin-6-yl]oxypyrrolidine-1-carboxylate